[N+](=O)([O-])C1=CC=C(C=C1)N1CCC(CC1)CC=O 1-(4-nitrophenyl)piperidin-4-acetaldehyde